CN1N=CC2=NC=CC=C21 methyl-1H-pyrazolo[4,3-b]pyridin